(1-(4-chloro-3-fluorophenyl)-3,3-dimethyl-2,3-dihydro-1H-pyrrolo[3,2-b]pyridin-5-yl)(4-ethyl-2,2-dimethylpiperazin-1-yl)methanone hydrochloride Cl.ClC1=C(C=C(C=C1)N1CC(C2=NC(=CC=C21)C(=O)N2C(CN(CC2)CC)(C)C)(C)C)F